mesitylmethan C1(=C(C(=CC(=C1)C)C)C)C